6-[6-methoxy-5-({1-[2-(tri-fluoromethyl)phenyl]ethyl}-carbamoyl)pyridin-3-yl]-N-methyl-1H-indazole-3-carboxamide COC1=C(C=C(C=N1)C1=CC=C2C(=NNC2=C1)C(=O)NC)C(NC(C)C1=C(C=CC=C1)C(F)(F)F)=O